FC(CN1N=CC=2C1=NC(=CN2)N2CCC1(CCN(C1)C=1C=NC(=NC1)OC)CC2)F 8-(1-(2,2-difluoroethyl)-1H-pyrazolo[3,4-b]pyrazin-6-yl)-2-(2-methoxypyrimidin-5-yl)-2,8-diazaspiro[4.5]decane